(3Z)-18-chloro-3-octadecen-1-ol ClCCCCCCCCCCCCCC\C=C/CCO